2-(butoxymethyl)oxirane C(CCC)OCC1OC1